Cl\C=C(\C(F)(F)F)/Cl Z-1,2-dichloro-3,3,3-trifluoropropene